C(C)(=O)N1CCC(CC1)C1=CC(=CC(N1C)=O)N[C@H](C)C1=C(C(=CC=C1)C(F)F)F (R)-6-(1-acetylpiperidin-4-yl)-4-((1-(3-(difluoromethyl)-2-fluorophenyl)ethyl)amino)-1-methylpyridinone